C(CCCCCCCCCCCCC(=O)N)(=O)N tetradecanedioamide